CO[Si](OCC)(OC)OC trimethoxy-ethoxysilane